5-methyl-2-deoxycytidine CC1=CN(C(=O)N=C1N)[C@H]2C[C@@H]([C@H](O2)CO)O